2-(sec-butyl)cyclohexan-1-one O-butyl oxime C(CCC)ON=C1C(CCCC1)C(C)CC